4-[(3S)-3-amino-3-(methoxymethyl)pyrrolidin-1-yl]-6-cyano-N-[(1S)-1-cyclopropylethyl]-5-(3,5-difluorophenyl)pyridine-3-carboxamide sodium hydroxide [OH-].[Na+].N[C@@]1(CN(CC1)C1=C(C=NC(=C1C1=CC(=CC(=C1)F)F)C#N)C(=O)N[C@@H](C)C1CC1)COC